C1NCC2=CC(=CC=C12)NC(C=C)=O N-(isoindolin-5-yl)acrylamide